ClC1=NC=C(C(=N1)C1=CNC2=CC(=CC=C12)S(=O)(=O)C)C(F)(F)F 3-[2-chloro-5-(trifluoromethyl)pyrimidin-4-yl]-6-methylsulfonyl-1H-indole